C(C)C=1C(=CC=C2C=C(C=C(C12)C1=C(C=2N=C(N=C(C2C=N1)N1C[C@@](CCC1)(O)C)OCC12CCCN2CC(C1)=C)F)O)F (3R)-1-(7-(8-ethyl-7-fluoro-3-hydroxynaphthalen-1-yl)-8-fluoro-2-((2-methylenetetrahydro-1H-pyrrolizin-7a(5H)-yl)methoxy)pyrido[4,3-d]pyrimidin-4-yl)-3-methylpiperidin-3-ol